1-(6-(4-(5-chloro-6-methyl-1H-indazol-4-yl)-5-methyl-3-(3-methylpyridin-4-yl)-1H-pyrazol-1-yl)-2-azaspiro[3.3]heptan-2-yl)prop-2-en-1-one ClC=1C(=C2C=NNC2=CC1C)C=1C(=NN(C1C)C1CC2(CN(C2)C(C=C)=O)C1)C1=C(C=NC=C1)C